tert-butyl 2-(4-formyl-3-(methoxycarbonyl)phenyl)-2,7-diazaspiro[3.5]nonane-7-carboxylate C(=O)C1=C(C=C(C=C1)N1CC2(C1)CCN(CC2)C(=O)OC(C)(C)C)C(=O)OC